O=C1NC(CCC1N1C(C2=CC=CC(=C2C1=O)N[C@@H](C)C1=C(C=CC=C1)F)=O)=O 2-(2,6-dioxopiperidin-3-yl)-4-(((S)-1-(2-fluorophenyl)ethyl)amino)isoindoline-1,3-dione